F[C@@H]1[C@@H](C1)C(=O)NC1=NC=C2C=C(C=NC2=C1)C=1C=NC(=CC1C)\C(\CC)=N/O (1S,2S)-2-fluoro-N-(3-{6-[(1Z)-1-(hydroxyimino)propyl]-4-methylpyridin-3-yl}-1,6-naphthyridin-7-yl)cyclopropane-1-carboxamide